OC(CCCCC)C1=CC(=C(C=C1)O)OC 1-hydroxy-1-(3-methoxy-4-hydroxyphenyl)hexane